8'h-spiro[indene-1,9'-pyrido[3',2':4,5]imidazo[2,1-c][1,4]oxazin]-6'-ol N1=CC=CC=2N=C3C(OCC4(N3C21)C=CC2=CC=CC=C24)O